C12CCC(CC1)N2C2=C(C=C1C(=N2)COC1)C(=O)O 2-(7-azabicyclo[2.2.1]hept-7-yl)-5,7-dihydrofuro[3,4-b]pyridine-3-carboxylic acid